C(C)(=O)N1CCC(CC1)N1N=CC(=C1)C#CC=1C(=CC(=NC1)Cl)N1CCC(CC1)=O (5-((1-(1-acetylpiperidin-4-yl)-1H-pyrazol-4-yl)ethynyl)-2-chloropyridin-4-yl)piperidin-4-one